[Si](C)(C)(C(C)(C)C)OCC(CCCC)(C)C1=C(C2=C(N=C(N=C2N)Cl)C=N1)F (1-((tert-butyldimethylsilyl)oxy)-2-methylhex-2-yl)-2-chloro-5-fluoropyrido[3,4-d]pyrimidin-4-amine